ClC1=C(C=2N=C(N=C3C2C(=N1)OC[C@@H](N3C(C)C=3C(=NC=CC3)N)C)SC)F 3-(1-((S)-5-chloro-4-fluoro-9-methyl-2-(methylthio)-8,9-dihydro-10H-7-oxa-1,3,6,10-tetraazacyclohepta[de]naphthalen-10-yl)ethyl)pyridin-2-amine